C(N)(=O)C1=CC=C(C=C1)C1=CC=C2C(=N1)SC(=N2)NC(C2=CN=C(C=C2C2=C(C=CC(=C2)C#N)OC)C)=O N-(5-(4-carbamoylphenyl)thiazolo[5,4-b]pyridin-2-yl)-4-(5-cyano-2-methoxyphenyl)-6-methylnicotinamide